((1s,4s)-4-((2-((2-(1-(Cyclopropylsulfonyl)-1H-pyrazol-4-yl)pyrimidin-4-yl)amino)-5-(5-(difluoromethoxy)pyrazin-2-yl)pyridin-4-yl)amino)cyclohexyl)methanol C1(CC1)S(=O)(=O)N1N=CC(=C1)C1=NC=CC(=N1)NC1=NC=C(C(=C1)NC1CCC(CC1)CO)C1=NC=C(N=C1)OC(F)F